N=1C=NN2C1C=C(C=C2)OC2=CC(=C(C=C2C)NC2=NC=NC1=CC=3OC[C@H]4N(C3N=C12)CCNC4)F (S)-N-(4-([1,2,4]triazolo[1,5-a]pyridin-7-yloxy)-2-fluoro-5-methylphenyl)-1,2,3,4,4a,5-hexahydropyrazino[1,2-d]pyrimido[4',5':5,6]pyrido[3,2-b][1,4]oxazin-11-amine